3-((2S)-1-cyano-2-methylcyclopropyl)-6-(2,2-dimethyltetrahydro-2H-pyran-4-yl)-1-methyl-1H-indole-2-carboxylic acid C(#N)C1([C@H](C1)C)C1=C(N(C2=CC(=CC=C12)C1CC(OCC1)(C)C)C)C(=O)O